N'-(4-bromophenyl)-2-methylquinoline-6-carbohydrazide BrC1=CC=C(C=C1)NNC(=O)C=1C=C2C=CC(=NC2=CC1)C